O[C@@](C(=O)OCC1CCN(CC1)C(=O)OC(C)(C)C)(C1=CC=CC=C1)C1=CC(=CC=C1)O (S)-tert-Butyl 4-((2-hydroxy-2-(3-hydroxyphenyl)-2-phenylacetoxy)methyl)piperidine-1-carboxylate